FC(COC(C(N1[C@H](CC[C@@H](C1)C)C1=CC=CC2=C1CCO2)=O)=O)(F)F.O=C(C(=O)N)N2[C@H](CC[C@@H](C2)C)C2=CC=CC1=C2CCO1 |r| 2-Oxo-2-[rac-(2R,5S)-2-(2,3-dihydrobenzofuran-4-yl)-5-methyl-1-piperidyl]acetamide 2,2,2-Trifluoroethyl-2-oxo-2-[rac-(2R,5S)-2-(2,3-dihydrobenzofuran-4-yl)-5-methyl-1-piperidyl]acetate